3-fluoro-4-({4-methyl-5-[4-(methylsulfanyl)phenoxy]pyridin-3-yl}methyl)pyridin-2-amine FC=1C(=NC=CC1CC=1C=NC=C(C1C)OC1=CC=C(C=C1)SC)N